ClC1=C(C(=CC=C1F)F)C=1C(N(C2=CC=CN=C2C1O)C)=O 3-(2-chloro-3,6-difluorophenyl)-4-hydroxy-1-methyl-1,5-naphthyridin-2(1H)-one